C[C@H]([C@H](CCCCC)O)O (2R,3S)-octane-2,3-diol